N-methyl-(6-chloro-3-pyridinyl)methylamine CNCC=1C=NC(=CC1)Cl